CC(C)(C)OC(=O)N1CC(C1)/C(=N\O)/N tert-butyl 3-(N'-hydroxycarbamimidoyl)azetidine-1-carboxylate